tert-butyl (S)-4-(7-chloro-8-fluoro-2-(((S)-1-methylpyrrolidin-2-yl)methoxyl)pyridino[4,3-d]pyrimidin-4-yl)-2-(cyanomethyl)piperazine-1-carboxylate ClC1=C(C=2N=C(N=C(C2C=N1)N1C[C@@H](N(CC1)C(=O)OC(C)(C)C)CC#N)OC[C@H]1N(CCC1)C)F